FC1=C(C(=O)C=2C(=NN(C2C2=C(C(=NN2C)C(F)(F)F)C(=O)[O-])C)C)C=CC(=C1)Cl 4-(2-fluoro-4-chlorobenzoyl)-1,3-dimethyl-1H-pyrazol-5-yl-1-methyl-3-trifluoromethyl-1H-pyrazole-4-carboxylate